(R)-8,8-dimethyl-2-(1H-indol-4-yl)-7-(3,4-dimethoxybenzoyl)-4-(3-methylmorpholin-4-yl)-5,6,7,8-tetrahydropyrido[3,4-d]pyrimidine CC1(N(CCC2=C1N=C(N=C2N2[C@@H](COCC2)C)C2=C1C=CNC1=CC=C2)C(C2=CC(=C(C=C2)OC)OC)=O)C